C1(CC1)C=1C(=C(C(=O)OC)C=C(C1)[N+](=O)[O-])O methyl 3-cyclopropyl-2-hydroxy-5-nitro-benzoate